tert-butyl 2-[5-(4-fluoro-2-isopropoxy-phenyl)-6-methyl-2-(1-methyl-6-oxo-3-pyridyl)pyrimidin-4-yl]-6,7-dihydro-4H-pyrazolo[1,5-a]pyrazine-5-carboxylate FC1=CC(=C(C=C1)C=1C(=NC(=NC1C)C1=CN(C(C=C1)=O)C)C1=NN2C(CN(CC2)C(=O)OC(C)(C)C)=C1)OC(C)C